ClC(C[Si](OCC)(OCC)OCC)(Cl)Cl 2,2,2-trichloroethyltriethoxysilane